(4-phenoxyphenyl)methyl-2-amino-6-methyl-pyridine O(C1=CC=CC=C1)C1=CC=C(C=C1)CC=1C(=NC(=CC1)C)N